tert-butyl (1-((1R,2R)-2-fluorocyclopropyl)-2-oxo-1,2-dihydropyridin-3-yl)carbamate F[C@H]1[C@@H](C1)N1C(C(=CC=C1)NC(OC(C)(C)C)=O)=O